CC(=CCCC)OC(C=C)=O.NC1=CC=C(C=C1)C=CC1=CC=C(C=C1)N 4,4'-diaminostilbene 1,4-dimethylbutenyl-acrylate